C(C1=CC=CC=C1)(N)=S benzothioamide